1,2-dihydro-1,5-naphthyridin-2-one N1C(C=CC2=NC=CC=C12)=O